C[C@@H]1N(C[C@H](N(C1)C(C)C=1C=C2N=CC=NC2=CC1)C)C=1C=2C(N(C(C1)=O)C)=CN(N2)CC2OC2 7-((2S,5R)-2,5-dimethyl-4-(1-(quinoxalin-6-yl)ethyl)piperazin-1-yl)-4-methyl-2-(oxiran-2-ylmethyl)-2,4-dihydro-5H-pyrazolo[4,3-b]pyridin-5-one